CN(C1CCNCC1)S(=O)(=O)C N-methyl-N-(piperidin-4-yl)methanesulfonamide